N-(triethoxysilylpropyl)carbamate C(C)O[Si](OCC)(OCC)CCCNC([O-])=O